2-[[4-[ethyl-[(3-sulfonatophenyl)methyl]amino]phenyl]-[4-[ethyl-[(3-sulfonatophenyl)methyl]azaniumylidene]cyclohexa-2,5-dien-1-ylidene]methyl]benzenesulfonate C(C)N(C1=CC=C(C=C1)C(C1=C(C=CC=C1)S(=O)(=O)[O-])=C1C=CC(C=C1)=[N+](CC1=CC(=CC=C1)S(=O)(=O)[O-])CC)CC1=CC(=CC=C1)S(=O)(=O)[O-]